N1(N=CC=C1)CC=1C=CC(=NC1C1CC1)C(=O)NS(=O)(=O)C1=C(C=CC=C1OC)OC 5-((1H-pyrazol-1-yl)methyl)-6-cyclopropyl-N-((2,6-dimethoxyphenyl)sulfonyl)picolinamide